pentalene-4-carboxylic acid ((S)-2,2-dimethyl-1-methylcarbamoyl-propyl)-amide CC([C@@H](C(NC)=O)NC(=O)C=1C2=CC=CC2=CC1)(C)C